OC(CC(=O)OC1COCC1OC(CC(C)(C)O)=O)(C)C tetrahydrofuran-3,4-diyl bis(3-hydroxy-3-methylbutanoate)